C1=NC2=C(N1[C@H]3[C@@H]([C@@H]([C@H](O3)CO)OP(=O)([O-])[O-])O)N=C(NC2=O)N The molecule is a nucleoside 3'-phosphate(2-) obtained by deprotonation of the phosphate OH groups of guanosine 3'-monophosphate (GMP); mjor species at pH 7.3. It is a conjugate base of a guanosine 3'-monophosphate.